1-CYCLOHEXYL-1H-PYRAZOLE-5-BORONIC ACID C1(CCCCC1)N1N=CC=C1B(O)O